(2-(aminomethyl)morpholino)(3,4-dichloro-5-fluoro-1H-indol-2-yl)methanone NCC1OCCN(C1)C(=O)C=1NC2=CC=C(C(=C2C1Cl)Cl)F